C[Si](C)(O[C@H](C([C@@H](O[Si](C(C)(C)C)(C)C)\C=C\C)(C)C)C\C=C/[C@H]1O[C@H]1\C=C\[Sn](CCCC)(CCCC)CCCC)C (4S,6S)-2,2,5,5,8,8,9,9-Octamethyl-6-[(1E)-prop-1-en-1-yl]-4-[(2Z)-3-{(2R,3S)-3-[(E)-2-(tri-butylstannyl)vinyl]oxiran-2-yl}prop-2-en-1-yl]-3,7-dioxa-2,8-disiladecane